NC=1SC=2CN(CCC2N1)C(C(F)(F)C=1C=C(C(=O)NC2=CC(=C(C=C2)F)Cl)C=CC1F)=O 3-(2-(2-amino-6,7-dihydrothiazolo[5,4-c]pyridin-5(4H)-yl)-1,1-difluoro-2-oxoethyl)-N-(3-chloro-4-fluorophenyl)-4-fluorobenzamide